NN1C(=NC(=C1C(=O)N)C1=CC=C(C=C1)C(NC1=NC=CC=C1)=O)[C@H]1N(CCCC1)C(C=C(C)C)=O (S)-1-Amino-2-(1-(3-methylbut-2-enoyl)piperidin-2-yl)-4-(4-(pyridin-2-ylcarbamoyl)phenyl)-1H-imidazol-5-carboxamid